CNC([O-])=O N-methyl-carbamate